3-[(3S)-3-ethyl-1-[8-[(3S)-3-ethyl-3-(3-hydroxyphenyl)azepan-1-yl]octyl]azepan-3-yl]phenol C(C)[C@@]1(CN(CCCC1)CCCCCCCCN1C[C@@](CCCC1)(C1=CC(=CC=C1)O)CC)C=1C=C(C=CC1)O